6-((4-((2-(2-(2-Aminoethoxy)ethoxy)ethyl)carbamoyl)phenyl)(16-((6-carboxypyridin-2-yl)methyl)-1,4,10,13-tetraoxa-7,16-diazacyclooctadecan-7-yl)methyl)picolinic acid NCCOCCOCCNC(=O)C1=CC=C(C=C1)C(C1=CC=CC(=N1)C(=O)O)N1CCOCCOCCN(CCOCCOCC1)CC1=NC(=CC=C1)C(=O)O